C(C)(C)(C)OC(=O)N1CCN(CC1)C1=CC=C(C=C1)C=1C=2N(C=C(C1)OC)N=CC2 4-[4-(6-Methoxypyrazolo[1,5-a]pyridin-4-yl)phenyl]piperazine-1-carboxylic acid tert-butyl ester